6-methylthiazolo[5,4-c]Pyridine CC1=CC2=C(C=N1)SC=N2